C(#N)[C@H]1N(CCC1)C(CNC(=O)C1=CC=NC2=CC=C(C=C12)F)=O (S)-N-(2-(2-cyanopyrrolidin-1-yl)-2-oxoethyl)-6-fluoroquinoline-4-carboxamide